e-1H-pyrazole-4-carbaldehyde N1N=CC(=C1)C=O